(2R,3S,4S)-4-hydroxy-2-[(4-methoxyphenyl)methyl]pyrrolidin-3-yl N-[2-(2-methylimidazol-1-yl)ethyl]carbamate CC=1N(C=CN1)CCNC(O[C@H]1[C@H](NC[C@@H]1O)CC1=CC=C(C=C1)OC)=O